(2-(1H-pyrazol-4-yl)-4-(2-(6-(trifluoromethyl)imidazo[1,2-a]pyridin-3-yl)pyrimidin-4-yl)piperazin-1-yl)(3,3-difluorocyclobutyl)methanone N1N=CC(=C1)C1N(CCN(C1)C1=NC(=NC=C1)C1=CN=C2N1C=C(C=C2)C(F)(F)F)C(=O)C2CC(C2)(F)F